OCC[N+](C)(C)C.OC[C@@H](O)COP(=O)(O)O sn-glycero-3-phosphate choline